2-(((R)-1-(2-cyano-3-(4-(2-((R)-2,2-difluorocyclopropyl)acetyl)piperazin-1-yl)-7-methylquinoxalin-5-yl)ethyl)amino)benzoic acid C(#N)C1=NC2=CC(=CC(=C2N=C1N1CCN(CC1)C(C[C@H]1C(C1)(F)F)=O)[C@@H](C)NC1=C(C(=O)O)C=CC=C1)C